C(C)(=O)OCC(C)OC(C)=O.C=C ethylene propylene diacetate